pentaerythritol aminobenzenesulfonate NC1=C(C=CC=C1)S(=O)(=O)OCC(CO)(CO)CO